2-(2-((5-(1-aminoisoquinolin-7-yl)-1-(tetrahydrofuran-3-yl)-1H-indazol-3-yl)methoxy)phenyl)propanoic acid NC1=NC=CC2=CC=C(C=C12)C=1C=C2C(=NN(C2=CC1)C1COCC1)COC1=C(C=CC=C1)C(C(=O)O)C